2-(2-bromoethoxy)-1,1,1-trifluoroethane BrCCOCC(F)(F)F